CC1(N(CC2=C1N=C(N=C2N2[C@@H](COCC2)C)C2=C1C=CNC1=CC=C2)C(C)C)C (R)-7,7-dimethyl-2-(1H-indol-4-yl)-6-isopropyl-4-(3-methylmorpholin-4-yl)-6,7-dihydro-5H-pyrrolo[3,4-d]pyrimidine